4-((s)-1-((s)-1-((5-(2,4-difluorophenoxy)pyrazin-2-yl)amino)-1-oxopropan-2-yl)piperidin-3-yl)pyridine 1-oxide FC1=C(OC=2N=CC(=NC2)NC([C@H](C)N2C[C@@H](CCC2)C2=CC=[N+](C=C2)[O-])=O)C=CC(=C1)F